N-(1-(5-bromopyridin-3-yl)ethyl)-N,2-dimethylpropane-2-sulfinamide BrC=1C=C(C=NC1)C(C)N(S(=O)C(C)(C)C)C